CC(CC[C@@H](C(=O)O)NCC1=C2C=CN(C2=CC=C1)C)(C)C (S)-5,5-dimethyl-2-(((1-methyl-1H-indol-4-yl)methyl)amino)hexanoic acid